2-(4-Ethoxyphenyl)-1-(3,4,5-trimethoxyphenyl)ethan-1-one dimethyl-((1-(2-chloro-7,9-difluoro-5H-pyrimido[5,4-B]indol-4-yl)piperidin-4-yl)methyl)phosphonate COP(OC)(=O)CC1CCN(CC1)C1=NC(=NC2=C1NC=1C=C(C=C(C21)F)F)Cl.C(C)OC2=CC=C(C=C2)CC(=O)C2=CC(=C(C(=C2)OC)OC)OC